ClC=1C(=NC=CC1)C(=O)N1CC(CC1)C1=C(C=O)C=C(C=C1)OC1=C(C=CC=C1)C (1-(3-chloropicolinoyl)pyrrolidin-3-yl)-5-(o-tolyloxy)benzaldehyde